1-propyl-triethyl-silane C(CC)[Si](CC)(CC)CC